ClC=1SC2=C(C1Cl)CC(CC2)N(C(OCC2=CC=CC=C2)=O)C benzyl N-(2,3-dichloro-4,5,6,7-tetrahydrobenzothiophen-5-yl)-N-methyl-carbamate